(S)-6-benzyl-N-(2,5-diaminopentyl)-1H-indole-2-carboxamide hydrogen chloride salt Cl.C(C1=CC=CC=C1)C1=CC=C2C=C(NC2=C1)C(=O)NC[C@H](CCCN)N